4-(1-(4-nitrobenzoyl)-2,3-dihydro-1H-pyrrolo[2,3-c]pyridin-4-yl)benzonitrile [N+](=O)([O-])C1=CC=C(C(=O)N2CCC=3C2=CN=CC3C3=CC=C(C#N)C=C3)C=C1